C(C)C(COC(C(C)S)=O)CCCC mercaptopropionic acid 2-ethylhexyl ester